6-((R)-3-(((S)-1-fluoropropan-2-yl)amino)-2-(4-((4-(((R)-3-methoxypyrrolidin-1-yl)methyl)phenyl)ethynyl)phenyl)propyl)-5-hydroxypyrimidin-4(3H)-one FC[C@H](C)NC[C@H](CC1=C(C(NC=N1)=O)O)C1=CC=C(C=C1)C#CC1=CC=C(C=C1)CN1C[C@@H](CC1)OC